4-methoxynaphthyl ether COC1=CC=C(C2=CC=CC=C12)OC1=CC=C(C2=CC=CC=C12)OC